N-[5-[2-(difluoromethoxy)-5-iodophenyl]-1-[[2-(trimethylsilyl)ethoxy]methyl]-1H-pyrazol-4-yl]pyrazolo[1,5-a]pyrimidine-3-carboxamide FC(OC1=C(C=C(C=C1)I)C1=C(C=NN1COCC[Si](C)(C)C)NC(=O)C=1C=NN2C1N=CC=C2)F